2,6-dichloro-4-aminoanisole ClC1=C(C(=CC(=C1)N)Cl)OC